5,12-diethylquinolino[2,3-b]acridine-7,14(5H,12H)dione C(C)N1C=2C=C3C(=CC2C(C=2C=CC=CC12)=O)N(C1=CC=CC=C1C3=O)CC